6-bromo-N,N-bis(3-methylbut-2-en-1-yl)naphthalen-2-amine BrC=1C=C2C=CC(=CC2=CC1)N(CC=C(C)C)CC=C(C)C